C(C)CC(CC(=O)[O-])=O.C(C)CC(CC(=O)[O-])=O.CC([O-])C.CC([O-])C.[Ti+4] titanium diisopropoxide bis(ethylacetoacetate)